C(C1=CC=CC=C1)OC1=C2C(=CNC2=CC=C1)C(C(=O)N(C(C)C)C(C)C)=O 2-(4-(benzyloxy)-1H-indol-3-yl)-N,N-diisopropyl-2-oxoacetamide